2-(1-(4-(4-Carboxyphenyl)-1H-pyrazol-1-yl)-2-((1S*,2S*)-2-(pyrrolidine-1-carbonyl)cyclopropyl)ethyl)-5-(5-chloro-2-(1H-tetrazol-1-yl)phenyl)pyridine 1-oxide C(=O)(O)C1=CC=C(C=C1)C=1C=NN(C1)C(C[C@H]1[C@H](C1)C(=O)N1CCCC1)C1=[N+](C=C(C=C1)C1=C(C=CC(=C1)Cl)N1N=NN=C1)[O-] |o1:16,17|